CCC(CCCCCCCC)OC(CCCCCCCNCC1=CC=C(C=C1)OC)=O.CNS(=O)(=O)CCCN(CCCCCCCC(=O)OC(CCCCCCCC)CCCCCCCC)CCCCCCCC(OC(CC)CCCCCCCC)=O Heptadecan-9-yl 8-{[3-(methylsulfamoyl)propyl][8-oxo-8-(undecan-3-yloxy)octyl]amino}octanoate Undecan-3-yl-8-{[(4-methoxyphenyl)methyl]amino}octanoate